[Si](C)(C)(C(C)(C)C)OC1=CC=C2C(=NN(C2=C1)CC(=O)OC(C)(C)C)I tert-Butyl 2-{6-[(tert-butyldimethylsilyl)oxy]-3-iodoindazol-1-yl}acetate